3-butoxy-N-methylpropan-1-amine C(CCC)OCCCNC